C(C)N(C(OC1=CC(=CC(=C1)F)Cl)=O)CC 3-chloro-5-fluorophenyl diethylcarbamate